COC=1C=C2C(=CN(C2=CC1)CC1=NC=CC=C1)C(=O)NC1=C(C(=O)O)C=CC=C1 2-[5-methoxy-1-(pyridin-2-ylmethyl)-1H-indole-3-carboxamido]benzoic acid